C[C@H]1[C@H](OC2=CC=CC=C2C1)C(=O)NO[C@H]1OCCCC1 |o1:15| (rel)-(2S,3R)-3-methyl-N-((tetrahydro-2H-pyran-2-yl)oxy)chromane-2-carboxamide